ClC1=C2C(=NC=C1OC=1C=NN3C1C(=NC=C3)NC)N=C(N2C)NC2=CC(=C(N(C2=O)C)C#N)C(F)(F)F 5-((7-chloro-1-methyl-6-((4-(methylamino)pyrazolo[1,5-a]pyrazin-3-yl)oxy)-1H-imidazo[4,5-b]pyridin-2-yl)amino)-1-methyl-6-oxo-3-(trifluoromethyl)-1,6-dihydropyridine-2-carbonitrile